C(C1CO1)OCCC[Si](O[Si](C)(C)C)(C)C glycidoxypropyl-pentamethyldisiloxane